NC=1N=NC(=CC1N1C[C@H](C[C@@H](C1)C)C1=CC=C(C(=O)O)C=C1)C1=C(C=CC=C1)O |o1:9,11| 4-((3R*,5S*)-1-(3-Amino-6-(2-hydroxyphenyl)pyridazin-4-yl)-5-methylpiperidin-3-yl)benzoic acid